methyl 6-(difluoromethoxy)-1-ethyl-1H-pyrrolo[2,3-b]pyridine-2-carboxylate FC(OC1=CC=C2C(=N1)N(C(=C2)C(=O)OC)CC)F